BrC=1C=C2C=C[NH+]=CC2=CC1 6-bromoisoquinolin-2-ium